OC=1C=C(\C=C/2\C(C(=C(S2)NC2=CC=CC=C2)C(=O)OCC)=O)C=CC1OC ethyl (Z)-5-(3-hydroxy-4-methoxybenzylidene)-4-oxo-2-(phenylamino)-4,5-dihydrothiophene-3-carboxylate